COC([C@@H](CC=1C=C2C(=CNC2=CC1)C#N)NC(=O)N1CCC(CC1)N1C(NC2=CC=CC=C2C1)=O)=O |r| (±)-3-(3-Cyano-1H-indol-5-yl)-2-{[4-(2-oxo-1,4-dihydro-2H-quinazolin-3-yl)-piperidin-1-carbonyl]-amino}-propionic acid methyl ester